N[C@@H](CC[C@@H](O)CN)C(=O)O (2s,5r)-hydroxylysine